C(#N)C=1C(=NN(C1OCC1=CC=C(C=C1)C(N)=N)C(=O)C1=COC=C1)C1C(N(CC1)C(=O)N1CC(CC1)O)C 4-({[4-cyano-1-(furan-3-carbonyl)-3-[1-(3-hydroxypyrrolidine-1-carbonyl)-2-methylpyrrolidin-3-yl]-1H-pyrazol-5-yl]oxy}methyl)benzene-1-carboximidamide